4-(2-hydroxy-2-methylpropyl)piperidine-1-carboxylic acid tert-butyl ester C(C)(C)(C)OC(=O)N1CCC(CC1)CC(C)(C)O